The molecule is an imidazolidine that is N-nitroimidazolidin-2-imine bearing a (6-chloro-3-pyridinyl)methyl substituent at position 1. It has a role as a nicotinic acetylcholine receptor agonist, a neonicotinoid insectide, a xenobiotic, an environmental contaminant and a genotoxin. It is a member of imidazolidines and a monochloropyridine. It derives from a 2-chloropyridine. C1CN(C(=N[N+](=O)[O-])N1)CC2=CN=C(C=C2)Cl